5-(1-(4-(dimethylamino)piperidin-1-yl)ethyl)-6-methyl-2-(3,4,5-trimethoxyphenyl)-indolizine-7-carboxylic acid CN(C1CCN(CC1)C(C)C=1N2C=C(C=C2C=C(C1C)C(=O)O)C1=CC(=C(C(=C1)OC)OC)OC)C